(5S)-5-(tert-butoxycarbonylamino)-6-(1-(2-(2-adamantylamino)-2-oxoethyl)-2-oxo-1,2-dihydropyridin-3-ylamino)-1-(methylamino)-1,6-dioxohexan-2-yl acetate C(C)(=O)OC(C(=O)NC)CC[C@@H](C(=O)NC=1C(N(C=CC1)CC(=O)NC1C2CC3CC(CC1C3)C2)=O)NC(=O)OC(C)(C)C